4-chloro-2-(difluoromethyl)benzoic acid ClC1=CC(=C(C(=O)O)C=C1)C(F)F